ClC1=CC(=C(S1)C(C)C)NC(NS(N(C1CCN(CC1)C)C=1C=NN(C1)C)(=O)=O)=O 3-[5-Chloro-2-(propan-2-yl)thiophen-3-yl]-1-[(1-methyl-1H-pyrazol-4-yl)(1-methylpiperidin-4-yl)sulfamoyl]urea